4-(hydroxynonyloxy)-4'-cyanobiphenyl OCCCCCCCCCOC1=CC=C(C=C1)C1=CC=C(C=C1)C#N